C(=O)(OC(C)(C)C)N1C(C=2C=CN=C3C(=CC(=C1C23)NC(CC)=O)N)N 1-Boc-amino-8-propionylamino-6-aminopyrrolo[4,3,2-de]quinoline